[N-](S(=O)(=O)C(F)(F)F)S(=O)(=O)C(F)(F)F.C(CCC)[P+](CCOC)(CCCC)CCCC tributylmethoxyethylphosphonium bis(trifluoromethanesulfonyl)imide